(E)-2-(3,7-dimethylocta-2,6-dien-1-yl)-5,6-dimethoxy-3-methyl-1,4-benzoquinone C\C(=C/CC=1C(C(=C(C(C1C)=O)OC)OC)=O)\CCC=C(C)C